2-chloro-4-[2-[1-(4-fluorophenyl)-2,5-dimethyl-1H-imidazol-4-yl]ethynyl]pyridine ClC1=NC=CC(=C1)C#CC=1N=C(N(C1C)C1=CC=C(C=C1)F)C